5-((4-(4-amino-7-(1-isobutyrylpiperidin-4-yl)pyrrolo[2,1-f][1,2,4]triazin-5-yl)phenyl)carbamoyl)-1-(4-fluorophenyl)-3-methyl-6-oxo-1,6-dihydropyridine-2-carboxylic acid NC1=NC=NN2C1=C(C=C2C2CCN(CC2)C(C(C)C)=O)C2=CC=C(C=C2)NC(=O)C2=CC(=C(N(C2=O)C2=CC=C(C=C2)F)C(=O)O)C